CN1C=NC=C1CC(=O)N1CC2=CC=CC(=C2CC1)NC1=CC=C(C=C1)C(F)(F)F 2-(1-methyl-1H-imidazol-5-yl)-1-(5-{[4-(trifluoromethyl)phenyl]amino}-1,2,3,4-tetrahydroisoquinolin-2-yl)ethan-1-one